C(C)(C)(C)OC(NC(CO)C1=CC=CC2=CC=CC=C12)=O tert-Butyl(2-hydroxy-1-(naphthalen-1-yl)ethyl)carbamate